N-(Aminoiminomethyl)-6-bromo-1,4-dihydro-1-methyl-2,4-dioxo-3(2H)-quinazolineacetamide NN=CNC(CN1C(N(C2=CC=C(C=C2C1=O)Br)C)=O)=O